1,3-bis(1,3,5-trimethylphenyl)-4,5-dimethylimidazole hydrochloride Cl.CC1(CC(=CC(=C1)C)C)N1CN(C(=C1C)C)C1(CC(=CC(=C1)C)C)C